BrC(C(=O)NC=1C(=C(C(=CC1O)F)C1=C(C(=C(C(=C1F)F)F)F)F)F)(F)F 2-bromo-2,2-difluoro-N-(2,2',3',4',5',6,6'-heptafluoro-4-hydroxy-[1,1'-biphenyl]-3-yl)acetamide